C(C)(C)(C)OC(=O)N1C[C@@H](N(CC1)C=1C2=C(N=CN1)N(C=C2NC(=O)OCC2=CC=CC=C2)C2=CC(=CC=C2)Cl)C (S)-4-(5-(((benzyloxy)carbonyl)amino)-7-(3-chlorophenyl)-7H-pyrrolo[2,3-d]pyrimidin-4-yl)-3-methylpiperazine-1-carboxylic acid tert-butyl ester